ONC(CCCCCCNC(C1=CC=C(C=C1)NC(=O)NCC1=CN(C2=CC=CC=C12)C)=O)=O N-(7-(hydroxyamino)-7-oxoheptyl)-4-(3-((1-methyl-1H-indol-3-yl)methyl)ureido)benzamide